C1(CCCC1)C1=NC(=NC(=C1)OC1=CC=C(C=C1)N1CCNCC1)NS(=O)(=O)C=1C=NN(C1)C N-[4-cyclopentyl-6-(4-piperazin-1-ylphenoxy)pyrimidin-2-yl]-1-methyl-pyrazole-4-sulfonamide